C1(CCC1)C=1C=NN2C1N=C(C=C2NC2=CC(=CC(=C2)F)C(F)(F)F)O[C@@H]2CNCCC2 (S)-3-cyclobutyl-N-(5-fluoro-3-trifluoromethylphenyl)-5-((piperidin-3-yl)oxy)pyrazolo[1,5-a]pyrimidin-7-amine